3-(5-amino-2-methyl-4-oxoquinazolin-3-yl)piperidine-2,6-dione NC1=C2C(N(C(=NC2=CC=C1)C)C1C(NC(CC1)=O)=O)=O